FC1(CC(C1)CN[C@@H]1[C@@H](CCC1)OC=1C=C2CN(C(C2=CC1)=O)C1C(NC(CC1)=O)=O)F 3-(5-(((1R,2S)-2-(((3,3-difluorocyclobutyl)methyl)amino)cyclopentyl)oxy)-1-oxoisoindolin-2-yl)piperidine-2,6-dione